ClC1=CC=C(C=C1)CNC(=O)C=1N(C(N2C1CNCC2)=O)C2=CC=C(C=C2)OC N-[(4-chlorophenyl)methyl]-2-(4-methoxyphenyl)-3-oxo-6,8-dihydro-5H-imidazo[1,5-a]pyrazine-1-carboxamide